erbium-iron [Fe].[Er]